ClCC\C=C/CCCCCCCC(OCCCCCCCC)OCCCCCCCC (3Z)-1-chloro-12,12-dioctyloxy-3-dodecene